2,5-Dimethoxyanilin COC1=C(N)C=C(C=C1)OC